ClC=1C(=CC(=C(C(=O)NS(=O)(=O)[C@@H]2CC[C@H](CC2)OC)C1)F)OCC1CCCC1 trans-5-chloro-4-(cyclopentylmethoxy)-2-fluoro-N-((4-methoxycyclohexyl)sulfonyl)-benzamide